ClC=1C=C(NC=2C3=C(N=CN2)C=CC(=N3)O[C@@H]3CN(CC3)C(=O)OC(C)(C)C)C=CC1OCC1OCCCC1 tert-butyl (3S)-3-[4-[3-chloro-4-(tetrahydropyran-2-ylmethoxy)anilino]pyrido[3,2-d]pyrimidin-6-yl]oxypyrrolidine-1-carboxylate